COC(=O)CC[C@H](C(=O)O)NC(=O)OCC1=CC=CC=C1 Z-D-glutamic acid gamma-methyl ester